((1r,4r)-4-((4-(3-((5-cyanopyrazin-2-yl)amino)-1H-pyrazol-5-yl)-5-methoxypyridin-3-yl)oxy)cyclohexyl)carbamic acid tert-butyl ester C(C)(C)(C)OC(NC1CCC(CC1)OC=1C=NC=C(C1C1=CC(=NN1)NC1=NC=C(N=C1)C#N)OC)=O